(R)-tert-butyl (2-((4-(4-amino-7-methyl-7H-pyrrolo[2,3-d]pyrimidin-5-yl)-3-methyl phenyl)amino)-2-oxo-1-phenylethyl)carbamate NC=1C2=C(N=CN1)N(C=C2C2=C(C=C(C=C2)NC([C@@H](C2=CC=CC=C2)NC(OC(C)(C)C)=O)=O)C)C